difluoro-phenyl ethylene carbonate C(O)(O)=O.FC(=CC1=CC=CC=C1)F